N-[7-{4-chloro-3-(trifluoromethyl)phenoxy}chroman-4-yl]acrylamide ClC1=C(C=C(OC2=CC=C3C(CCOC3=C2)NC(C=C)=O)C=C1)C(F)(F)F